2,6-dinitrobenzenesulfonyl fluoride [N+](=O)([O-])C1=C(C(=CC=C1)[N+](=O)[O-])S(=O)(=O)F